BrC=1C=C(C=C(C1)OCC(F)(F)F)C1(CC1)NC(CC(C)(O)C1=C(C=C(C=C1)F)F)=O N-(1-(3-bromo-5-(2,2,2-trifluoroethoxy)phenyl)cyclopropyl)-3-(2,4-difluorophenyl)-3-hydroxybutanamide